C(CCCCCCCCCCCCCCCCCCCC=C)[Si](OCC)(OCC)OCC 21-docosaenyl-triethoxysilane